5-Fluoro-N-isopropyl-2-((4-(7-(((2S,5R)-5-(morpholine-4-sulfonamido)tetrahydro-2H-pyran-2-yl)methyl)-2,7-diazaspiro[3.5]nonan-2-yl)pyrimidin-5-yl)oxy)-N-(2,2,2-trifluoroethyl)benzamide FC=1C=CC(=C(C(=O)N(CC(F)(F)F)C(C)C)C1)OC=1C(=NC=NC1)N1CC2(C1)CCN(CC2)C[C@H]2OC[C@@H](CC2)NS(=O)(=O)N2CCOCC2